4-[[(7S)-1-[6-[(1S)-1-(2,2-difluoro-1,3-benzodioxol-5-yl)ethoxy]-5-fluoro-2-pyridinyl]-3-(trifluoromethyl)-4,5,6,7-tetrahydroindazol-7-yl]oxy]benzoic acid FC1(OC2=C(O1)C=CC(=C2)[C@H](C)OC2=C(C=CC(=N2)N2N=C(C=1CCC[C@@H](C21)OC2=CC=C(C(=O)O)C=C2)C(F)(F)F)F)F